2-(3-{3-[(propan-2-yl)amino]pyrrolidin-1-yl}-1,2,4-triazin-6-yl)-5-(1,2,4-thiadiazol-5-yl)phenol hydrochloride Cl.CC(C)NC1CN(CC1)C=1N=NC(=CN1)C1=C(C=C(C=C1)C1=NC=NS1)O